N-methyl-thiazolidin-2-imine CN=C1SCCN1